CC1=CC=C(C=C1)C=1N=C2N(C=CN=C2)C1NC1=CC=C(C(=O)O)C=C1 4-[[2-(4-methyl-phenyl)imidazo[1,2-a]pyrazin-3-yl]amino]benzoic acid